C[C@@H]1N(CCNC1)C1=CC=C(C=C1)C1C(NC(CC1)=O)=O 3-(4-((S)-2-methylpiperazin-1-yl)phenyl)piperidine-2,6-dione